ClC1=CC=C(S1)C(=O)NC[C@H]1CN(C(O1)=C=O)C1=CC=C(C=C1)NCCOCC(=O)O [2-({4-[(5S)-5-({[(5-chlorothien-2-yl)carbonyl]Amino}methyl)-2-carbonyl-1,3-oxazolidin-3-yl]Phenyl}amino)ethoxy]Acetic acid